1-(4-fluorophenyl)-5-((4-hydroxy-1-(4-(1-methylpiperidin-4-yl)benzoyl)piperidin-4-yl)methyl)-1H-pyrazolo[3,4-d]pyrimidin-4(5H)-one FC1=CC=C(C=C1)N1N=CC2=C1N=CN(C2=O)CC2(CCN(CC2)C(C2=CC=C(C=C2)C2CCN(CC2)C)=O)O